(2R,3R,4S,5R)-2-(4-((Benzyloxy)amino)-6-chloro-1H-pyrazolo[3,4-d]pyrimidin-1-yl)-5-(Hydroxymethyl)tetrahydrofuran-3,4-diol C(C1=CC=CC=C1)ONC1=C2C(=NC(=N1)Cl)N(N=C2)[C@@H]2O[C@@H]([C@H]([C@H]2O)O)CO